1-methyl-3-(1-hydroxy)ethylimidazole bromide [Br-].CN1CN(C=C1)C(C)O